(R)-6-Morpholino-N-(1-(pyridin-3-yl)piperidin-3-yl)pyrimidin-4-amine O1CCN(CC1)C1=CC(=NC=N1)N[C@H]1CN(CCC1)C=1C=NC=CC1